N-[(1S)-1-[5-(2-methoxyquinolin-3-yl)-1H-imidazol-2-yl]-7-(1,3-oxazol-2-yl)-7-oxoheptyl]-1,3-benzoxazole-2-carboxamide COC1=NC2=CC=CC=C2C=C1C1=CN=C(N1)[C@H](CCCCCC(=O)C=1OC=CN1)NC(=O)C=1OC2=C(N1)C=CC=C2